3-chloro-4-((triisopropylsilyl)ethynyl)-1H-pyrrole ClC1=CNC=C1C#C[Si](C(C)C)(C(C)C)C(C)C